N-(8-(methylamino)-5-(6-methyloxazolo[4,5-b]pyridin-2-yl)-2,7-naphthyridin-3-yl)cyclopropanecarboxamide CNC=1N=CC(=C2C=C(N=CC12)NC(=O)C1CC1)C=1OC=2C(=NC=C(C2)C)N1